5-[[4-[[2-[Carbamimidoyl(methyl)amino]acetyl]amino]-3-fluorophenyl]sulfonylamino]thiazol C(N)(=N)N(CC(=O)NC1=C(C=C(C=C1)S(=O)(=O)NC1=CN=CS1)F)C